C1(CCC1)N1C=C2C(=NN=C(C2=CC1=O)C)O 6-Cyclobutyl-4-hydroxy-1-methylpyrido[3,4-d]pyridazin-7(6H)-one